CCCCCCCCCCCCCCCCCCCCCCCCCCCCCCCCCCCCCCCCCCCCCCCCCCCCCCCCCCCCCCCCCCCCCCCCCCCCCCCCCCCC n-Tetraoctacontane